C(C1=CC=CC=C1)N1C2CC(CC1CC2)(C#N)C2=CC=CC=C2 8-benzyl-3-phenyl-8-azabicyclo[3.2.1]octane-3-carbonitrile